2-methyl-N-(4-(5-(2-methylpyridin-4-ylamino)-1H-benzo[d]imidazol-2-yl)phenyl)-6-morpholinoquinolin-4-amine CC1=NC2=CC=C(C=C2C(=C1)NC1=CC=C(C=C1)C1=NC2=C(N1)C=CC(=C2)NC2=CC(=NC=C2)C)N2CCOCC2